bicyclo[2.2.2]octane-1,4-dicarboxylic acid 1-(1,3-dioxoisoindolin-2-yl) ester O=C1N(C(C2=CC=CC=C12)=O)OC(=O)C12CCC(CC1)(CC2)C(=O)O